(R)-4-(4-chloro-3,5-difluoro-1H-indole-2-carbonyl)-N-methylpiperazine-2-carboxamide ClC1=C2C(=C(NC2=CC=C1F)C(=O)N1C[C@@H](NCC1)C(=O)NC)F